[N+](=[N-])=CC(CC[C@@H](C(=O)OC(C)C)NC([C@H](CCSC)S(=O)C)=O)=O isopropyl (2S)-6-diazo-2-((2S)-2-(methylsulfinyl)-4-(methylthio) butanamido)-5-oxohexanoate